(2-hydroxyethyl)-4-(2-(1-(2-(methylsulfanyl)propionyl)piperidin-2-yl)-1H-imidazol-4-yl)benzenesulfonamide OCCC1=C(C=CC(=C1)C=1N=C(NC1)C1N(CCCC1)C(C(C)SC)=O)S(=O)(=O)N